C1CCC2C3C(CC(C12)C3)=CCCC=O 4-(Octahydro-4,7-methano-5H-inden-5-ylidene)butanal